azoline-2,5-dione N1C(C=CC1=O)=O